C12CN(CC2C1)CC1=C2C(=NC(=C1)C=1C=C3CN(C(C3=CC1)=O)N1C(CCCC1=O)=O)N(C=C2)C (5-(4-((3-azabicyclo[3.1.0]hex-3-yl)methyl)-1-methyl-1H-pyrrolo[2,3-b]pyridin-6-yl)-1-oxoisoindolin-2-yl)piperidine-2,6-dione